OCCCC[C@H](C)OC1=C(C=CC(=C1)C)S(=O)(=O)N1[C@@H](CCC1)C(=O)OC(C)(C)C tert-butyl ((2-(((S)-6-hydroxyhexan-2-yl)oxy)-4-methylphenyl)sulfonyl)-L-prolinate